(3',6-dimethyl-[2,2'-bipyridin]-3-yl)((1S,4R,6R)-6-((5-(trifluoromethyl)pyridin-2-yl)amino)-2-azabicyclo[2.2.2]octan-2-yl)methanone CC=1C(=NC=CC1)C1=NC(=CC=C1C(=O)N1[C@@H]2[C@@H](C[C@H](C1)CC2)NC2=NC=C(C=C2)C(F)(F)F)C